4-(4-{[2-(4-chlorophenyl)-4,4-dimethylcyclohex-1-en-1-yl]methyl}piperazin-1-yl)-N-({4-[(4-methoxybenzyl)amino]-3-nitrophenyl}sulfonyl)-2-(1H-pyrrolo[2,3-b]pyridin-5-yloxy)benzamide ClC1=CC=C(C=C1)C1=C(CCC(C1)(C)C)CN1CCN(CC1)C1=CC(=C(C(=O)NS(=O)(=O)C2=CC(=C(C=C2)NCC2=CC=C(C=C2)OC)[N+](=O)[O-])C=C1)OC=1C=C2C(=NC1)NC=C2